nickel ethyleneglycol dimethyl ether bromide [Br-].COCCOC.[Ni+2].[Br-]